tert-Butyl 4-(1-(cyclopropylmethyl)-2-formyl-1H-pyrrolo[2,3-c]pyridin-7-yl)piperidine-1-carboxylate Manganese [Mn].C1(CC1)CN1C(=CC=2C1=C(N=CC2)C2CCN(CC2)C(=O)OC(C)(C)C)C=O